1-(8-(1-((2-carboxyphenyl)amino)ethyl)-6-methyl-4-oxo-4H-chromen-2-yl)-3-methylazetidine C(=O)(O)C1=C(C=CC=C1)NC(C)C=1C=C(C=C2C(C=C(OC12)N1CC(C1)C)=O)C